((1S,4S)-5-(2-amino-1-methyl-1H-imidazo[4,5-c]pyridin-7-yl)-2-oxa-5-azabicyclo[2.2.1]heptan-1-yl)((S)-6,8-dichloro-1-methyl-3,4-dihydroisoquinolin-2(1H)-yl)methanone NC=1N(C2=C(C=NC=C2N2[C@@H]3CO[C@](C2)(C3)C(=O)N3[C@H](C2=C(C=C(C=C2CC3)Cl)Cl)C)N1)C